2-(±)-Ethyl 2-[4-[(1S)-1-amino-2-hydroxy-ethyl]phenyl]propanoate N[C@H](CO)C1=CC=C(C=C1)[C@H](C(=O)OCC)C |&1:10|